COC(=O)[C@@H]1[C@H]([C@]2([C@](C3=NC=C(C=C3O2)Cl)([C@H]1C#N)O)C1=CC=C(C=C1)C#N)C1=CC=CC=C1.CN1C=NC=C1 |r| N-Methyl-imidazole rac-methyl-(5aR,6S,7R,8R,8aR)-3-chloro-8-cyano-5a-(4-cyanophenyl)-8a-hydroxy-6-phenyl-5a,7,8,8a-tetrahydro-6H-cyclopenta[4,5]furo[3,2-b]pyridine-7-carboxylate